C(CCCCCCC)P(C1=C(SC=C1P(CCCCCCCC)CCCCCCCC)C1=CC=C(C=C1)CC)CCCCCCCC 3,4-bis(dioctylphosphino)-2-(4-ethylphenyl)thiophene